CC1(OC2=C(C(=C(C(=C2CC1)C)O)C)C)CCCC(CCCC(CCCC(C)C)C)C 2,5,7,8-tetramethyl-2-[4,8,12-trimethyltridecyl]-3,4-dihydro-2H-chromen-6-ol